2-(1,2,2,6,6-Pentamethylpiperidin-4-yl)benzo[d]thiazol CN1C(CC(CC1(C)C)C=1SC2=C(N1)C=CC=C2)(C)C